1-(4-methylphenyl)-2-oxo-1,2-dihydroquinoxaline-3-carboxylic acid CC1=CC=C(C=C1)N1C(C(=NC2=CC=CC=C12)C(=O)O)=O